Diphenoxyl ether O(C1=CC=CC=C1)OOC1=CC=CC=C1